FC(C1=CC=C(C=C1)NC=1C(=NC=CN1)C=1CCN(CC1)C(=O)OC(C)(C)C)(F)F tert-butyl 4-(3-{[4-(trifluoromethyl)phenyl] amino} pyrazin-2-yl)-3,6-dihydro-2H-pyridine-1-carboxylate